FC1=C2CCN(CC2=CC=C1)C1CN(C1)C(=O)OCCCC butyl 3-(5-fluoro-3,4-dihydroisoquinolin-2(1H)-yl)azetidine-1-carboxylate